ClC1=C(C=C(C=C1)SCCF)N\C(=N\O)\NC1=CC(=CC=C1)SC (E)-1-(2-chloro-5-((2-fluoroethyl)mercapto)phenyl)-3-(3-(methylthio)phenyl)-2-hydroxyguanidine